N1C(=NC=C1)C(=O)NC=1C=C(N(C1)C)C(=O)NCCC(=O)NC=1N=C(N(C1)C)C(=O)NC=1C=C(N(C1)C)C(=O)OCC=C prop-2-en-1-yl 4-[4-(3-{[4-(1H-imidazole-2-amido)-1-methylpyrrol-2-yl] formamido}propanamido)-1-methylimidazole-2-amido]-1-methylpyrrole-2-carboxylate